2-thiolene S1C=CCC1